C(C)(=O)O[C@H]1[C@H](O[C@H]([C@@H]([C@H]1OC(C)=O)OC(C)=O)Br)COC(C)=O (2R,3S,4S,5R,6S)-2-(Acetoxymethyl)-6-bromotetrahydro-2H-pyran-3,4,5-tri-yl triacetate